1,3,5-triisobutyl-4-hydroxy-pyrazole C(C(C)C)N1N=C(C(=C1CC(C)C)O)CC(C)C